4-(3,4-difluorophenyl)-1-(6-(1,3-dimethyl-1H-pyrazol-4-yl)pyridin-2-yl)piperidin-4-ol FC=1C=C(C=CC1F)C1(CCN(CC1)C1=NC(=CC=C1)C=1C(=NN(C1)C)C)O